C(C)(C)(C)C1=CC2=C(C3=C(O2)C=CC=C3Cl)C=C1 7-(tert-butyl)-1-chlorodibenzo[b,d]furan